(1S,2S,3R)-3-[(4-chlorophenyl)methyl]-2-hydroxy-1-methyl-2-(1H-1,2,4-triazol-1-ylmethyl)cyclopentanecarboxylate ClC1=CC=C(C=C1)C[C@@H]1[C@]([C@](CC1)(C(=O)[O-])C)(CN1N=CN=C1)O